(5,6-diamino-2-(methylcarbamoyl)-2,3-dihydro-1H-inden-2-yl)carbamic acid tert-butyl ester C(C)(C)(C)OC(NC1(CC2=CC(=C(C=C2C1)N)N)C(NC)=O)=O